N-[[3-(5-chloro-2-hydroxy-4-methylphenyl)-4-fluorophenyl]methyl]-2-methoxy-N-methylacetamide ClC=1C(=CC(=C(C1)C=1C=C(C=CC1F)CN(C(COC)=O)C)O)C